N(CCC1=CC(O)=C(O)C=C1)/C/1=C/C(=O)OC1=O dopamine-maleic anhydride